O(CCC(=O)ON1C(CCC1=O)=O)CCC(=O)ON1C(CCC1=O)=O 1,1'-{oxybis[(1-oxopropane-3,1-diyl)oxy]}di(pyrrolidine-2,5-dione)